C(CCCCCCCCCCCCCCCCCCCCCCC)OS(=O)(=O)O.C(C)C(C[Na])CCCC 2-ethyl-hexylsodium lignoceryl-sulfate